OCCOCCOCCNC(OCCCC)=O butyl (2-(2-(2-hydroxyethoxy)ethoxy)ethyl)carbamate